C(C(=O)[O-])C(CC(=O)[O-])(C(=O)[O-])O.O.O.[Na+].[Na+].[Na+] The molecule is the dihydrate of trisodium citrate. It has a role as an anticoagulant. It contains a sodium citrate.